COC(=O)C1=CC(=NC2=CC=CC=C12)C1=CC=C(C=C1)F 2-(4-fluorophenyl)quinoline-4-carboxylic acid methyl ester